NC=1C=C2C(NS(=O)(=O)C2=CC1)=O 5-Aminosaccharin